2,2-diallylpenta-4-ene-1-amine C(C=C)C(CN)(CC=C)CC=C